The molecule is a disacccharide consisting of beta-D-galactopyranose and alpha-D-glucopyranose linked in sequence by a (1->3) glycosidic bond. It derives from a beta-D-galactose and an alpha-D-glucose. C([C@@H]1[C@H]([C@@H]([C@H]([C@H](O1)O)O)O[C@H]2[C@@H]([C@H]([C@H]([C@H](O2)CO)O)O)O)O)O